5-Chloro-3-(2-methoxyethyl)-2-methyl-3H-imidazo[4,5-b]pyridine ClC1=CC=C2C(=N1)N(C(=N2)C)CCOC